CC1=CC=C(O1)C=1N2N=C(N=C2C=2C=C(NC2N1)C(C)(C)O)C(F)(F)F 2-[7-(5-methylfuran-2-yl)-4-(trifluoromethyl)-3,5,6,8,10-pentazatricyclo[7.3.0.02,6]dodeca-1(9),2,4,7,11-pentaen-11-yl]propan-2-ol